N-(3-chloro-5-(methylsulfonamido)phenyl)-4-fluorobenzo[b]thiophene-2-carboxamide ClC=1C=C(C=C(C1)NS(=O)(=O)C)NC(=O)C1=CC2=C(S1)C=CC=C2F